FC(C(=O)O)(F)F.NCCOCCOCCOCCN1N=C(C=C1CO)CO (1-(2-(2-(2-(2-aminoethoxy)ethoxy)ethoxy)ethyl)-1H-pyrazole-3,5-diyl)dimethanol trifluoroacetate